1-(3-bromo-1H-pyrazolo[4,3-b]pyridin-6-yl)-4-methylpiperidine-4-amine BrC1=NNC=2C1=NC=C(C2)N2CCC(CC2)(N)C